NC=1C(=C(C(=C(C1)F)F)O)Cl 3-amino-2-chloro-5,6-difluorophenol